N-(3-(1-cyclopentyl-6-((5-methylthiazol-2-yl)amino)-1H-pyrrolo[3,2-c]pyridin-4-yl)-4-fluorophenyl)acrylamide C1(CCCC1)N1C=CC=2C(=NC(=CC21)NC=2SC(=CN2)C)C=2C=C(C=CC2F)NC(C=C)=O